4-chloro-6-(2-(2-chlorophenyl)-3,4,6,7-tetrahydro-5H-imidazo[4,5-c]pyridin-5-yl)-5,6,7,8-tetrahydroquinoline ClC1=CC=NC=2CCC(CC12)N1CC2=C(CC1)N=C(N2)C2=C(C=CC=C2)Cl